FC=1C=C(C=CC1OCC1CCN(CC1)C1=NC=C(C=N1)C(C)C)C1=CC2=C(S(CO2)=O)C=C1 6-(3-Fluoro-4-((1-(5-isopropylpyrimidin-2-yl)piperidin-4-yl)methoxy)phenyl)-2H-benzo[d][1,3]oxathiole 3-oxide